C(C1=CC=CC=C1)OC(=O)NC(C(C(C(=O)OC(C)(C)C)Br)=O)C1C[C@H]2C([C@H]2C1)(F)F tert-butyl 4-(((benzyloxy) carbonyl) amino)-2-bromo-4-((1R,3r,5S)-6,6-difluorobicyclo[3.1.0]hexan-3-yl)-3-oxobutanoate